(trans)-3-(4-((2-((S)-2-(hydroxymethyl)pyrrolidin-1-yl)pyrrolo[2,1-f][1,2,4]triazin-4-yl)amino)-1H-imidazol-1-yl)cyclobutanol OC[C@H]1N(CCC1)C1=NN2C(C(=N1)NC=1N=CN(C1)[C@@H]1C[C@H](C1)O)=CC=C2